C(=C)C1=CC=C(C(=O)N)C=C1 p-vinylbenzamide